C(CCCCC(C)C)S(CCCCCC(C)C)CC(=O)[O-].C(CCCCCCC)[Sn+2]CCCC.C(CCCCC(C)C)S(CCCCCC(C)C)CC(=O)[O-] octylbutyltin diisooctylmercaptoacetate